ClC1=CC(=C2CN(C(C2=C1)=O)CC)[C@H]1N(CCC1)C(=O)[O-] (S)-2-(6-chloro-2-ethyl-1-oxoisoindoline-4-yl)pyrrolidine-1-carboxylate